CCC(C(=O)OC1CCCCC1)CCCC Cyclohexyl (2-ethyl)hexanoate